N1CCN=C2C1=CC=C2 dihydro-cyclopentapyrazin